tert-butyl 3-(2-(4-fluorophenyl)-4-(1-methyl-1H-pyrazol-3-yl)pyrimidin-5-yl)-2,5-dihydro-1H-pyrrole-1-carboxylate FC1=CC=C(C=C1)C1=NC=C(C(=N1)C1=NN(C=C1)C)C=1CN(CC1)C(=O)OC(C)(C)C